(2S,5R)-2-(1-(4-bromophenyl)-3-(5-chloropyridin-2-yl)-1H-pyrazol-4-yl)-5-methyl-3-(2-(2-oxo-2,3-dihydro-1H-benzo[d]imidazol-5-yl)ethyl)oxazolidin-4-one BrC1=CC=C(C=C1)N1N=C(C(=C1)[C@@H]1O[C@@H](C(N1CCC1=CC2=C(NC(N2)=O)C=C1)=O)C)C1=NC=C(C=C1)Cl